methyl (R)-5-(cyclopropylethynyl)-4-oxo-2-(phenylethynyl)chromane-2-carboxylate C1(CC1)C#CC1=C2C(C[C@](OC2=CC=C1)(C(=O)OC)C#CC1=CC=CC=C1)=O